2-Methyl-2-[18,30,32-trimethyl-20-oxo-14-oxa-8,9,10,21-tetraazahexacyclo[19.5.3.216,19.13,7.06,10.024,28]dotriaconta-1(26),3(32),4,6,8,16,18,24,27,30-decaen-2-yl]propanoic Acid CC(C(=O)O)(C)C1C2=CC=C3CCN(C(C4=C(C=C(COCCCN5N=NC6=C5C=CC1=C6C)C=C4C)C)=O)CC3=C2